2-hydroxy-3-methacryloyloxypropylsulfonic acid OC(CS(=O)(=O)O)COC(C(=C)C)=O